N1(N=NC=C1)C1=NNC2=CC=C(C=C12)N 3-(1H-1,2,3-triazol-1-yl)-1H-indazol-5-amine